ClC1=CC=C(C=N1)OCCN1[C@@H](C(N(CC1)C)=O)C (R)-4-{2-[(6-chloropyridin-3-yl)oxy]ethyl}-1,3-dimethylpiperazin-2-one